BrC1=NC=CC(=C1)C=1OC2=C(N1)C=C(C=C2)C#C 2-(2-bromopyridin-4-yl)-5-ethynyl-benzo[d]oxazole